C(C)[C@H]1COCCN1C1=NC(=CC(=C1)C1(CCN(CC1)C(=O)OC(C)(C)C)S(=O)(=O)C)C1=CC=C2C(=N1)C=C(N2)C tert-butyl (S)-4-(2-(3-ethylmorpholino)-6-(2-methyl-1H-pyrrolo[3,2-b]pyridin-5-yl)pyridin-4-yl)-4-(methylsulfonyl)piperidine-1-carboxylate